3-(5-(5-(2,2-Difluorobenzo[d][1,3]dioxol-5-yl)-1-methyl-1H-pyrazol-4-yl)-1-oxoisoindolin-2-yl)piperidine-2,6-dione FC1(OC2=C(O1)C=CC(=C2)C2=C(C=NN2C)C=2C=C1CN(C(C1=CC2)=O)C2C(NC(CC2)=O)=O)F